FC1=C(C=CC(=C1)C)NC1=NC=CC2=C(C(=CC=C12)C)[N+](=O)[O-] N-(2-fluoro-4-methylphenyl)-6-methyl-5-nitroisoquinolin-1-amine